4-(4-((1R,5S)-3,8-diazabicyclo[3.2.1]oct-3-yl)-2-(((S)-1-(piperidin-1-yl)propan-2-yl)oxy)-8-fluoro-5-(propynyl)pyrido[4,3-d]pyrimidin-7-yl)-5-ethyl-6-fluoronaphthalen-2-ol [C@H]12CN(C[C@H](CC1)N2)C=2C1=C(N=C(N2)O[C@H](CN2CCCCC2)C)C(=C(N=C1C#CC)C1=CC(=CC2=CC=C(C(=C12)CC)F)O)F